FC(OC=1C=C(C=CC1C=O)B(O)O)F (3-(difluoromethoxy)-4-formylphenyl)boronic acid